(S)-tert-butyl N-[[8-[2-(trifluoromethyl)-4-pyridyl]chroman-4-yl]methyl]carbamate FC(C1=NC=CC(=C1)C=1C=CC=C2[C@H](CCOC12)CNC(OC(C)(C)C)=O)(F)F